[Na+].C(C(=O)[O-])(=O)OCC ethyl oxalate monosodium salt